(2'R)-2'-Deoxy-2'-fluoro-2'-methylguanosine F[C@]1([C@@H](O[C@@H]([C@H]1O)CO)N1C=NC=2C(=O)NC(N)=NC12)C